BrC1=CC(=C(C=2CCOC21)C#N)NC(OC(C)(C)C)=O tert-butyl (7-bromo-4-cyano-2,3-dihydrobenzofuran-5-yl)carbamate